ClC=1C(=NC(=C(C1)Cl)Cl)O anti-(3,5,6-trichloro-2-pyridinol)